(2R)-1-METHYL-2-PIPERIDINECARBOXYLIC ACID CN1[C@H](CCCC1)C(=O)O